FC(C(=O)[O-])(F)F.C[N+]1(CCC(CC1)C1=CC=CC=C1)C 1,1-dimethyl-4-phenylpiperidin-1-ium 2,2,2-trifluoroacetate